7-(Pyridin-3-ylamino)-2-(((tetrahydro-2H-pyran-4-yl)thio)methyl)quinazolin-4(3H)-one N1=CC(=CC=C1)NC1=CC=C2C(NC(=NC2=C1)CSC1CCOCC1)=O